tert-butyl 4-[(2Z)-2-chloro-2-hydroxyimino-ethyl]piperidine-1-carboxylate Cl\C(\CC1CCN(CC1)C(=O)OC(C)(C)C)=N/O